N-(N-acetylleucyl)-3-aminopropyl-triethoxysilane tert-butyl-4-[[4-[7-(difluoromethyl)-1,2,3,4-tetrahydroquinolin-6-yl]pyrazol-1-yl]methyl]piperidine-1-carboxylate C(C)(C)(C)OC(=O)N1CCC(CC1)CN1N=CC(=C1)C=1C=C2CCCNC2=CC1C(F)F.C(C)(=O)N[C@@H](CC(C)C)C(=O)NCCC[Si](OCC)(OCC)OCC